FC=1C=NC(=NC1)NC(=O)C1=CC2=C(N(C1=O)C)CC[C@H]2C (5R)-N-(5-Fluoropyrimidin-2-yl)-1,5-dimethyl-2-oxo-6,7-dihydro-5H-cyclopenta[b]pyridine-3-carboxamide